2-(2-bromopyrimidin-5-yl)propan-2-ol BrC1=NC=C(C=N1)C(C)(C)O